(oxiran-2-ylmethyl)-4,4'-methylenedianiline O1C(C1)CNC1=CC=C(C=C1)CC1=CC=C(N)C=C1